(2s,6s)-2-((4-bromophenoxy)methyl)-6-vinyl-1,4-dioxane BrC1=CC=C(OC[C@H]2O[C@H](COC2)C=C)C=C1